N-(4,4-difluoro-1-hydroxy-2-methylbutan-2-yl)-2-methyl-5-(phenylthio)benzofuran-3-carboxamide FC(CC(CO)(C)NC(=O)C1=C(OC2=C1C=C(C=C2)SC2=CC=CC=C2)C)F